10-(2-heptyl-6-(8-mercaptooctyl)-3-pentylcyclohexyl)decane-1-thiol C(CCCCCC)C1C(C(CCC1CCCCC)CCCCCCCCS)CCCCCCCCCCS